ClC1=NC=CC(=C1)C(C)(C1CC1)N(S(=O)C(C)(C)C)C N-(1-(2-chloropyridin-4-yl)-1-cyclopropylethyl)-N,2-dimethylpropane-2-sulfinamide